C1(CC1)C=1C=2N(C=CC1)N=C(C2)[C@H]2N(CCC1=C2N=CN1)C(=O)C=1OC(=NN1)C1=NN(C=C1)C(F)F (S)-(4-(4-cyclopropylpyrazolo[1,5-a]pyridin-2-yl)-1,4,6,7-tetrahydro-5H-imidazo[4,5-c]pyridin-5-yl)(5-(1-(difluoromethyl)-1H-pyrazol-3-yl)-1,3,4-oxadiazol-2-yl)methanone